C(C)(C)N1C(=NN=C1)C1=CC=CC(=N1)N1C(N(CC1)C1=CC=C(C=C1)N1CC(CC1)C#N)=O 1-(4-(3-(6-(4-isopropyl-4H-1,2,4-triazol-3-yl)pyridin-2-yl)-2-oxoimidazolidin-1-yl)phenyl)pyrrolidine-3-carbonitrile